7-(2-fluoroethoxy)-N,N-dimethyl-9H-carbazol-2-amine FCCOC1=CC=C2C=3C=CC(=CC3NC2=C1)N(C)C